3-(4-ethylphenyl)-2-methoxy-4-methylbenzaldehyde C(C)C1=CC=C(C=C1)C=1C(=C(C=O)C=CC1C)OC